OCC1=C(SC=2NC(=C(C21)C(C)C)C=2C=C(C=1N(C2)N=CN1)C)C1CCN(CC1)C(=O)[C@@H]1NCCOC1 (R)-(4-(3-(hydroxymethyl)-4-isopropyl-5-(8-methyl-[1,2,4]triazolo[1,5-a]pyridin-6-yl)-6H-thieno[2,3-b]pyrrol-2-yl)piperidin-1-yl)(morpholin-3-yl)methanone